N-(4-(4-amino-5-(4-((tetrahydro-2H-pyran-4-yl)oxy)phenyl)pyrazolo[5,1-f][1,2,4]triazin-6-yl)phenyl)acrylamide NC1=NC=NN2C1=C(C(=N2)C2=CC=C(C=C2)NC(C=C)=O)C2=CC=C(C=C2)OC2CCOCC2